3-([1,1'-biphenyl]-4-yl)-N-((2-(2,6-dioxopiperidin-3-yl)-1-oxoisoindolin-5-yl)methyl)propiolamide C1(=CC=C(C=C1)C#CC(=O)NCC=1C=C2CN(C(C2=CC1)=O)C1C(NC(CC1)=O)=O)C1=CC=CC=C1